ClC1=CC(=C(COC2=CC=CC=N2)C=C1F)F 6-((4-chloro-2,5-difluorobenzyl)oxy)pyridin